m-Xylylendiisocyanat C1(=CC(=CC=C1)CN=C=O)CN=C=O